FC1=C2NC(C(=NC2=CC=C1CN1CCNCC1)C(C)C)=O 4-[(5-fluoro-2-isopropyl-3-oxo-4H-quinoxalin-6-yl)methyl]Piperazine